(E)-3-[4-[2-(cyclopentyloxy)-3-pyridinyl]-2,6-difluoro-phenyl]Prop-2-en-1-ol C1(CCCC1)OC1=NC=CC=C1C1=CC(=C(C(=C1)F)/C=C/CO)F